O[C@@H]1[C@H](N(C[C@@H]([C@H]1O)O)C[C@@H]1CN(CC1)C=O)CO ((R)-3-(((2r,3r,4r,5s)-3,4,5-trihydroxy-2-(hydroxymethyl)piperidin-1-yl)methyl)pyrrolidin-1-yl)methanone